ClC=1C=C2C(=CC1)C(OC21CCN(CC1)CC=1C=NN(C1)C=1C=NC(=NC1)C)C(=O)N 5-chloro-1'-[[1-(2-methylpyrimidin-5-yl)pyrazol-4-yl]methyl]spiro[1H-isobenzofuran-3,4'-piperidine]-1-carboxamide